3-(3,3-difluoropyrrolidin-1-yl)-N-(4-(hydrazinecarbonyl)benzyl)-N-phenylpropane-1-sulfonamide FC1(CN(CC1)CCCS(=O)(=O)N(C1=CC=CC=C1)CC1=CC=C(C=C1)C(=O)NN)F